(4-amino-7-fluoroimidazo[1,5-a]quinoxalin-8-yl)((4aS,9bS)-9-fluoro-7-(trifluoromethoxy)-3,4,4a,9b-tetrahydrobenzofuro[3,2-b]pyridin-1(2H)-yl)methanone NC=1C=2N(C3=CC(=C(C=C3N1)F)C(=O)N1[C@@H]3[C@H](CCC1)OC1=C3C(=CC(=C1)OC(F)(F)F)F)C=NC2